ClC=1C=CC2=C(C(C[C@@H](O2)C(=O)NC23CC(C2)(C3)NC(COC3=NC=C(C=C3)Cl)=O)=O)C1 (2R)-6-chloro-N-(3-{2-[(5-chloropyridin-2-yl)oxy]acetamido}bicyclo[1.1.1]pent-1-yl)-4-oxo-3,4-dihydro-2H-1-benzopyran-2-carboxamide